4-(t-Butoxycarbonylamino)butyric acid C(C)(C)(C)OC(=O)NCCCC(=O)O